3-(4-isopropylpiperazin-1-yl)-6-((3-methoxy-4-((4-methoxybenzyl)oxy)phenyl)amino)quinoxaline-5-carbonitrile C(C)(C)N1CCN(CC1)C=1C=NC=2C=CC(=C(C2N1)C#N)NC1=CC(=C(C=C1)OCC1=CC=C(C=C1)OC)OC